tert-butyl (R)-(4-oxobutan-2-yl)carbamate O=CC[C@@H](C)NC(OC(C)(C)C)=O